4-Hydroxy-2-methyl-N-(2-pyridinyl)-2H-1,2-benzothiazine-3-carboxamide 1,1-dioxide OC1=C(N(S(C2=C1C=CC=C2)(=O)=O)C)C(=O)NC2=NC=CC=C2